FC=1C=C(C=C(C1)F)N1N=C(C(=C1)C1=CC=C(C=C1)F)C(=O)OCC ethyl 1-(3,5-difluorophenyl)-4-(4-fluorophenyl)-1H-pyrazole-3-carboxylate